ClC1=CC(=C(C=C1)N1CCC(CC1)C1=NN=C(S1)NS(=O)(=O)C1=CC=C(C=C1)S(=O)(=O)N(C)C)F N1-(5-(1-(4-chloro-2-fluorophenyl)piperidin-4-yl)-1,3,4-thiadiazol-2-yl)-N4,N4-dimethylbenzene-1,4-disulfonamide